4-(1-{2-amino-5-[4-(4-pyrrolidin-1-yl-piperidine-1-carbonyl)-phenyl]-pyridin-3-yloxy}-ethyl)-(1-benzyl-piperidin-4-yl)-benzamide NC1=NC=C(C=C1OC(C)C1=CC(=C(C(=O)N)C=C1)C1CCN(CC1)CC1=CC=CC=C1)C1=CC=C(C=C1)C(=O)N1CCC(CC1)N1CCCC1